5-(Benzothien-3-ylmethoxy)-2-fluoro-4-methoxyaniline S1C=C(C2=C1C=CC=C2)COC=2C(=CC(=C(N)C2)F)OC